4-amino-2-tertiary butyl-phenol NC1=CC(=C(C=C1)O)C(C)(C)C